BrC1=C(SC=C1)C=COC bromo-2-(2-methoxyvinyl)thiophene